(S)- or (R)-Fmoc-pyroglutamic acid chloride C(=O)(OCC1C2=CC=CC=C2C2=CC=CC=C12)N1[C@@H](CCC1=O)C(=O)Cl |o1:18|